C(C(=C)CC(=O)O)(=O)O.C1C=CCCC1 mono2-cyclohexene itaconate